ClC=1C(=CC2=C(OCO2)C1)NC1=NC=C(C(=N1)N1C=C(C=C1)C(=O)NC(CO)C1=CC(=CC=C1)Cl)C 1-(2-((6-chlorobenzo[d][1,3]dioxol-5-yl)amino)-5-methylpyrimidin-4-yl)-N-(1-(3-chlorophenyl)-2-hydroxyethyl)-1H-pyrrole-3-amide